CCCCCCCCCCCC(=O)O[C@H](CC(=O)[O-])C[N+](C)(C)C laurylcarnitine